Cl.N1=C(N=CC=C1)N1CC(C(CC1)O)(F)F pyrimidin-2-yl-3,3-difluoropiperidin-4-ol hydrochloride